FC1(CCN(CC1)C1=CC=CC=N1)C 6-(4-Fluoro-4-methylpiperidin-1-yl)pyridin